7-chloro-4-((4-(dimethylamino)but-2-yn-1-yl)amino)-1-(pyridin-3-yl)quinazolin-2(1H)-one ClC1=CC=C2C(=NC(N(C2=C1)C=1C=NC=CC1)=O)NCC#CCN(C)C